2-[(2R)-3-(3,4-dihydro-1H-isoquinolin-2-yl)-2-hydroxy-propyl]-6-[3-(hydroxymethyl)-1-piperidinyl]-3,4-dihydroisoquinolin-1-one C1N(CCC2=CC=CC=C12)C[C@H](CN1C(C2=CC=C(C=C2CC1)N1CC(CCC1)CO)=O)O